C(CC(CC(CCC#N)C#N)(C#N)C#N)C#N 1,3,3,5,7-heptanepentacarbonitrile